C1(=CC=CC=C1)S(=O)(=O)N1CCNCC1 4-(phenylsulfonyl)piperazine